C(CCC(=O)O)(=O)N[C@@H](CCCNC(N)=N)C(=O)O N-succinylarginine